3-amino-2-hydroxy-propionic acid NCC(C(=O)O)O